3-(5-((1-(4'-chloro-[1,1'-biphenyl]-2-carbonyl)azetidin-3-yl)thio)-1-oxoisoindolin-2-yl)piperidine-2,6-dione ClC1=CC=C(C=C1)C=1C(=CC=CC1)C(=O)N1CC(C1)SC=1C=C2CN(C(C2=CC1)=O)C1C(NC(CC1)=O)=O